CC1=CC=2N(C=C1)N=NC2C2[C@H]1CN(C[C@@H]21)C(=O)OC(C)(C)C tert-butyl (1R,5S,6r)-6-(5-methyl [1,2,3]triazolo[1,5-a]pyridin-3-yl)-3-azabicyclo[3.1.0]hexane-3-carboxylate